5-(2-chlorophenyl)pyrrolidine-2-carboxylic acid methyl ester COC(=O)C1NC(CC1)C1=C(C=CC=C1)Cl